C(C)(C)(C)OC(=O)N[C@H]([C@@H](C)OCC1=CC(=C(C=C1)CCCCC(=O)O)F)CCC(N)=O 5-[4-([[(2R,3S)-3-[(tert-butoxycarbonyl)amino]-5-carbamoylpentan-2-yl]oxy]methyl)-2-fluorophenyl]pentanoic acid